3,6,7-trihydroxy-5-methoxy-4-methylisobenzofuran-1(3H)-one OC1OC(C2=C(C(=C(C(=C12)C)OC)O)O)=O